C1(CC1)N1N=CC(=C1)C1=CC=NC=C1 4-(1-cyclopropyl-1H-pyrazol-4-yl)pyridin